2-[(propan-2-yl)amino]-1,3-benzothiazol CC(C)NC=1SC2=C(N1)C=CC=C2